CN([Si]1(C[Si](C1)(N(C)C)N(C)C)N(C)C)C 1,1,3,3-tetra(dimethylamino)-1,3-disilacyclobutane